CN(C(OC1=C(C(=CC(=C1)C(C)(C)C)C)OC(N(C)C)=O)=O)C 5-(tert-butyl)-3-methyl-1,2-phenylene bis(dimethyl carbamate)